2,3-dihydro-1H-pyrrolo[3,2-b]pyridine-6-carbonitrile N1CCC2=NC=C(C=C21)C#N